NC1=C2C(=NC=N1)N(N=C2C2=CC=C(C=C2)OC2=CC=CC=C2)C2CCN(CC2)C2CN(CC2)C2CN(C2)C=2C=C1C(N(C(C1=CC2)=O)C2C(NC(CC2)=O)=O)=O 5-[3-[3-[4-[4-amino-3-(4-phenoxyphenyl)pyrazolo[3,4-d]pyrimidin-1-yl]-1-piperidyl]pyrrolidin-1-yl]azetidin-1-yl]-2-(2,6-dioxo-3-piperidyl)isoindoline-1,3-dione